OC1=CC=C2C=CC3=CC=C(C4=CC=C1C2=C34)O 1,8-dihydroxypyrene